COC1=C(C(=NC=C1C)CS(=O)C1=NC2=C(N1)C=CC(=C2)OC(\C=C\C2=C(C=CC=C2)Cl)=O)C (E)-3-(2-chlorophenyl)acrylic acid 2-(((4-methoxy-3,5-dimethylpyridin-2-yl) methyl) sulfinyl)-1H-benzo[d]imidazol-5-yl ester